Butyl(5-(4-aminophenyl)thiazol-2-yl)(tert-butoxycarbonyl)carbamate C(CCC)OC(N(C(=O)OC(C)(C)C)C=1SC(=CN1)C1=CC=C(C=C1)N)=O